ClC=1C=CC2=C(C(C[C@H](O2)C(=O)NC23CC(C2)(C3)NC(COC3=CC(=C(C=C3)F)F)=O)=O)C1 (2S)-6-chloro-N-{3-[2-(3,4-difluorophenoxy)acetamido]bicyclo[1.1.1]pentan-1-yl}-4-oxo-3,4-dihydro-2H-1-benzopyran-2-carboxamide